{[5-(3-trifluoromethyl-5-chlorophenyl)-3-hydroxypyridine-2-carbonyl]amino}acetic acid FC(C=1C=C(C=C(C1)Cl)C=1C=C(C(=NC1)C(=O)NCC(=O)O)O)(F)F